C1(CC1)N1N=CC(=C1CO[C@H]1[C@@H]2CN([C@H](C1)C2)C=2SC1=C(N2)C(=CC=C1)[C@@H]1COCC1)C1=C(C=CC=C1Cl)Cl 2-[(1S,4S,5R)-5-{[1-Cyclopropyl-4-(2,6-dichlorophenyl)-1H-pyrazol-5-yl]methoxy}-2-azabicyclo[2.2.1]heptan-2-yl]-4-[(3R)-oxolan-3-yl]-1,3-benzothiazol